(Z)-3-((3-butyl-5-(4-fluorophenyl)-7-(methylthio)-1,1-dioxido-2,3,4,5-tetrahydro-1,2,5-benzothiadiazepin-8-yl)oxy)-2-fluoroacrylic acid C(CCC)C1NS(C2=C(N(C1)C1=CC=C(C=C1)F)C=C(C(=C2)O\C=C(\C(=O)O)/F)SC)(=O)=O